acetic acid 2,2-difluoroethyl ester FC(COC(C)=O)F